CN1C(=NN=C1)C(=O)N 4-methyl-4H-1,2,4-triazole-3-carboxamide